2-N-isobutyrylguanosine C(C(C)C)(=O)NC=1NC(C=2N=CN([C@H]3[C@H](O)[C@H](O)[C@@H](CO)O3)C2N1)=O